3-[(S)-4-(4-bromo-3-chloro-phenyl)-5-((S)-sec-butyl)-4-methyl-2-oxo-3,4-dihydro-2H-pyrimidin-1-yl]-bicyclo[1.1.1]pentane-1-carboxylic acid methyl ester COC(=O)C12CC(C1)(C2)N2C(N[C@@](C(=C2)[C@@H](C)CC)(C)C2=CC(=C(C=C2)Br)Cl)=O